COCCN(C=1N=C(C2=C(N1)C(=NC(=N2)N(CCOC)CCOC)N2CCC(CC2)OC)NCC=2N=CSC2)CCOC N2,N2,N6,N6-tetrakis(2-methoxyethyl)-8-(4-methoxypiperidin-1-yl)-N4-(thiazol-4-ylmethyl)pyrimido[5,4-d]pyrimidine-2,4,6-triamine